vitamin C myristate (tetradecanoate) C(CCCCCCCCCCCCC)(=O)O.C(CCCCCCCCCCCCC)(=O)O.OC=1[C@H](OC(C1O)=O)[C@H](CO)O